3-chloro-5-((1-((5-(4-(2,2-difluoro-1-hydroxyethyl)phenyl)-6-oxo-1,6-dihydropyridazin-3-yl)methyl)-6-oxo-4-(trifluoromethyl)-1,6-dihydropyrimidin-5-yl)oxy)benzonitrile ClC=1C=C(C#N)C=C(C1)OC1=C(N=CN(C1=O)CC1=NNC(C(=C1)C1=CC=C(C=C1)C(C(F)F)O)=O)C(F)(F)F